dodecylnonoxyethylene glycol C(CCCCCCCCCCC)C(CO)(OCCCCCCCCC)O